FC(C(C)C(C(=O)OCC(C)C)(CC(=O)OCC(C)C)C)(F)F diisobutyl 2-(1,1,1-trifluoro-2-propyl)-2-methylsuccinate